NCC=1C=C(C=CC1)C=1C=CC2=C(C(=C(O2)C2CC2)COC2=C(C=CC(=C2)OC)CC(=O)O)C1 2-(2-((5-(3-(aminomethyl)phenyl)-2-cyclopropylbenzofuran-3-yl)methoxy)-4-methoxyphenyl)acetic acid